(2S,4R)-1-[(2S)-2-(4-cyclopropyltriazol-1-yl)-3,3-dimethyl-butanoyl]-4-hydroxy-N-(3-methylquinuclidin-3-yl)pyrrolidine-2-carboxamide C1(CC1)C=1N=NN(C1)[C@H](C(=O)N1[C@@H](C[C@H](C1)O)C(=O)NC1(CN2CCC1CC2)C)C(C)(C)C